ClC1=NN2CC=3C=NN(C3C3=CN=C(C(O[C@@H](C4=CC(=CC=C4C2=C1)F)C)=C3)N)CC3CC3 (19R)-10-chloro-3-(cyclopropylmethyl)-16-fluoro-19-methyl-20-oxa-3,4,8,9,23-pentaazapentacyclo[19.3.1.02,6.08,12.013,18]pentacosa-1(24),2(6),4,9,11,13,15,17,21(25),22-decaen-22-amine